tert-butyl(7-(4,4,5,5-tetramethyl-1,3,2-dioxaborolan-2-yl)benzo[d][1,3]dioxolane-4-yl)carbamate C(C)(C)(C)OC(NC1=CC=C(C=2OCOC21)B2OC(C(O2)(C)C)(C)C)=O